2-(1-(5-cyclopropylpyrimidin-2-yl)-3-methyl-1,2,3,6-tetrahydropyridin-4-yl)acetic Acid C1(CC1)C=1C=NC(=NC1)N1CC(C(=CC1)CC(=O)O)C